(R)-3-(((5-bromo-7-fluoro-3-iodoquinolin-2-yl)oxy)methyl)morpholine BrC1=C2C=C(C(=NC2=CC(=C1)F)OC[C@@H]1NCCOC1)I